3-isobutyrylpyrazolo[1,5-a]pyridine-2-carboxylic acid C(C(C)C)(=O)C=1C(=NN2C1C=CC=C2)C(=O)O